Diethyl 3,3'-(ethane-1,2-diylbis(5-carbamoyl-1H-benzo[d]imidazole-1,2-diyl))bis(4-methoxybenzo[b]thiophene-2-carboxylate) C(CN1C(=NC2=C1C=CC(=C2)C(N)=O)C=2C1=C(SC2C(=O)OCC)C=CC=C1OC)N1C(=NC2=C1C=CC(=C2)C(N)=O)C=2C1=C(SC2C(=O)OCC)C=CC=C1OC